Cl.N[C@H](CO)C1=CC(=CC=C1)C (2S)-2-amino-2-(3-methylphenyl)ethan-1-ol hydrochloride